7-((2-hexyldecyl)oxy)-7-oxoheptanoic acid C(CCCCC)C(COC(CCCCCC(=O)O)=O)CCCCCCCC